C1(CC1)OC1=C(C(=NC=C1)OC)C1=CNC2=NC(=CC=C21)NC(=O)C2C(C2)CCN(C)C N-(3-(4-cyclopropoxy-2-methoxypyridin-3-yl)-1H-pyrrolo[2,3-b]pyridin-6-yl)-2-(2-(dimethylamino)ethyl)cyclopropane-1-carboxamide